(S)-2-(4-((6-((5-fluoro-4-(4-fluoro-1-isopropyl-2-methyl-1H-benzo[d]imidazol-6-yl)pyrimidin-2-yl)amino)pyridin-3-yl)methyl)-2-methylmorpholin-2-yl)ethan-1-ol FC=1C(=NC(=NC1)NC1=CC=C(C=N1)CN1C[C@](OCC1)(C)CCO)C=1C=C(C2=C(N(C(=N2)C)C(C)C)C1)F